8-(2-chlorophenyl)-9-(4-chlorophenyl)-2-methylsulfanyl-6-[6-(trifluoromethyl)-3-pyridyl]purine ClC1=C(C=CC=C1)C=1N(C2=NC(=NC(=C2N1)C=1C=NC(=CC1)C(F)(F)F)SC)C1=CC=C(C=C1)Cl